C(C)(C)(C)OC(=O)N1CC2(CCC(C1)N2)C2=C(C=C(C=C2)C=2N=C(SC2C)N)F (4-(2-amino-5-methylthiazol-4-yl)-2-fluorophenyl)-3,8-diazabicyclo[3.2.1]octane-3-carboxylic acid tert-butyl ester